5-(3-fluoro-4-pyridyl)-2-(2-trimethylsilylethoxymethyl)pyrazole-3-carboxylic acid ethyl ester C(C)OC(=O)C=1N(N=C(C1)C1=C(C=NC=C1)F)COCC[Si](C)(C)C